NC1=NN2C(C=C(C=C2)C=2C=C(C(=NC2C)OC)C(=O)NCC2=C(C=CC=C2)OC(F)(F)F)=N1 5-{2-amino-[1,2,4]triazolo[1,5-a]pyridin-7-yl}-2-methoxy-6-methyl-N-{[2-(trifluoromethoxy)phenyl]methyl}pyridine-3-carboxamide